ClC=1C(=NC(=NC1)SC)NC1=CC2=C(N(C(N2CCC(C)(C)O)=O)C)C=C1 5-((5-Chloro-2-(methylthio)pyrimidin-4-yl)amino)-3-(3-hydroxy-3-methylbutyl)-1-methyl-1,3-dihydro-2H-benzo[d]imidazol-2-on